BrC1=C2C(N(C=NC2=CC=C1OC1=C(C(=CC=C1F)NS(N(C)CC)(=O)=O)C#N)C1COC2(C1)CCN(CC2)C(=O)OC(C)(C)C)=O tert-butyl 3-[5-bromo-6-[2-cyano-3-[[ethyl(methyl)sulfamoyl]amino]-6-fluoro-phenoxy]-4-oxo-quinazolin-3-yl]-1-oxa-8-azaspiro[4.5]decane-8-carboxylate